C1(CCCCO1)=O r-valerolactone